(1-Methylcyclopropyl)(4-(4-nitro-1H-pyrazol-1-yl)piperidin-1-yl)methanone CC1(CC1)C(=O)N1CCC(CC1)N1N=CC(=C1)[N+](=O)[O-]